C1(CC1)C1=C(C=NN1C=1C=2C3=C(C(NC3=CC1)=O)C=CC2)C(=O)NC2=CC(=NC=C2)C(F)(F)F 5-cyclopropyl-1-(2-oxo-1,2-dihydrobenzo[cd]indol-6-yl)-N-(2-trifluoromethyl-pyridin-4-yl)-1H-pyrazole-4-carboxamide